C(C)(C)(C)OC(N[C@@H](C)C=1N(N=C(N1)C1CC1)C1=NC=NC(=C1)C#N)=O N-[(1S)-1-[2-(6-Cyanopyrimidin-4-yl)-5-cyclopropyl-1,2,4-triazol-3-yl]ethyl]carbamic acid tert-butyl ester